CC1=CC(=C(C=N1)OC[C@H]1OCC[C@@H]1O)C1=CC=2N(C=C1)N=C(C2)NC2=NC(=CN=C2)C (2R,3S)-2-[[6-methyl-4-[2-[(6-methylpyrazin-2-yl)amino]pyrazolo[1,5-a]pyridin-5-yl]-3-pyridyl]oxymethyl]tetrahydrofuran-3-ol